N-(2-Chloro-6-(4-chlorophenoxy)pyrimidin-4-yl)-5-(2-(methylsulfonyl)propan-2-yl)benzo[b]thiophen-2-carboxamid ClC1=NC(=CC(=N1)NC(=O)C1=CC2=C(S1)C=CC(=C2)C(C)(C)S(=O)(=O)C)OC2=CC=C(C=C2)Cl